ClCC(=O)N(COC(C)C)C1=C(C=CC=C1C)CC 2-chloro-N-(2-ethyl-6-methylphenyl)-N-(isopropoxymethyl)acetamide